2-(dimethylamino)ethyl chloride hydrochloride Cl.CN(CCCl)C